(R)-N-(1-(3-(difluoromethyl)-2-fluorophenyl)ethyl)-6-(3,6-dihydro-2H-pyran-4-yl)cinnolin-4-amine FC(C=1C(=C(C=CC1)[C@@H](C)NC1=CN=NC2=CC=C(C=C12)C=1CCOCC1)F)F